CN1N=CC(=C1)C1=CC2=C(C=3N(CCC2NC2=C(C=CC=C2)CC(=O)OC)N=NC3)C=C1 methyl 2-(2-((9-(1-methyl-1H-pyrazol-4-yl)-6,7-dihydro-5H-benzo[c][1,2,3]triazolo[1,5-a]azepin-7-yl)amino) phenyl)acetate